17-(5-(2-aminopropan-2-yl)-2-(pyridin-3-yl)phenoxy)-3,6,9,12,15-pentaoxaheptadecanoate NC(C)(C)C=1C=CC(=C(OCCOCCOCCOCCOCCOCC(=O)[O-])C1)C=1C=NC=CC1